p-trifluoromethyl-aniline hydrofluoride F.FC(C1=CC=C(N)C=C1)(F)F